C(CCO)O 1,3-Propylen glycol